3-bromo-4-vinyl-pyridine BrC=1C=NC=CC1C=C